perfluorononyl (methacrylate) C(C(=C)C)(=O)OC(C(C(C(C(C(C(C(C(F)(F)F)(F)F)(F)F)(F)F)(F)F)(F)F)(F)F)(F)F)(F)F